N1=CC=CC=2CNC=C(C12)C(=O)[O-] 5,6-dihydro-1,6-naphthyridine-8-carboxylate